(R)-4-(3-oxomorpholin-4-yl)-3-(4-methoxyphenyl)-N-((R)-1-(2-(trifluoromethyl)pyrimidin-5-yl)ethyl)-4,5-dihydro-1H-pyrazole-1-carboxamide O=C1N(CCOC1)[C@H]1C(=NN(C1)C(=O)N[C@H](C)C=1C=NC(=NC1)C(F)(F)F)C1=CC=C(C=C1)OC